1-(4-chlorophenyl)-N-[4-(2,4-dioxo-1,2,3,4-tetrahydronaphtho[1,2-b][1,4]diazepin-5-yl)phenyl]methanesulfonamide ClC1=CC=C(C=C1)CS(=O)(=O)NC1=CC=C(C=C1)N1C2=C(NC(CC1=O)=O)C1=CC=CC=C1C=C2